2-(4-acetylphenoxy)acetate C(C)(=O)C1=CC=C(OCC(=O)[O-])C=C1